1-Methyl-2-oxo-2,3,4,5-tetrahydro-1H-benzo[b]azepine-5-carbonitrile CN1C2=C(C(CCC1=O)C#N)C=CC=C2